NC1=CC(=C(N1)C(=O)NC)O[C@@H](C)C1=C(C=CC=C1)F (S)-5-amino-3-(1-(2-fluorophenyl)ethoxy)-N-methyl-1H-pyrrole-2-carboxamide